4-methoxy-6-(5-(2-(4-methylpiperazin-1-yl)pyridin-4-yl)-1H-pyrrolo[2,3-b]pyridin-3-yl)quinazoline COC1=NC=NC2=CC=C(C=C12)C1=CNC2=NC=C(C=C21)C2=CC(=NC=C2)N2CCN(CC2)C